2-(3-(naphthalen-2-yl)ureido)propanamide C1=C(C=CC2=CC=CC=C12)NC(NC(C(=O)N)C)=O